3-(3-bromopropyl)-2-[(diphenylmethylene)amino]pyridine BrCCCC=1C(=NC=CC1)N=C(C1=CC=CC=C1)C1=CC=CC=C1